7-(4-methylpyrimidin-2-yl)benzo[d]Thiazole-2-amine CC1=NC(=NC=C1)C1=CC=CC=2N=C(SC21)N